C(C)(C)C=1C(=NNC1C=1C=C(C=2N(C1)N=CN2)C)C2CCNCC2 6-(4-isopropyl-3-(piperidin-4-yl)-1H-pyrazol-5-yl)-8-methyl-[1,2,4]triazolo[1,5-a]pyridine